(S)-N-(4,4-difluoropiperidin-3-yl)-6-(7-isopropoxyimidazo[1,2-a]pyridin-3-yl)pyridin-2-amine FC1([C@H](CNCC1)NC1=NC(=CC=C1)C1=CN=C2N1C=CC(=C2)OC(C)C)F